C(=O)(OCC1C2=CC=CC=C2C2=CC=CC=C12)C=1C(=C(C(C2=CC=CC=C2)(C2=CC=CC=C2)Cl)C=CC1)Cl Fmoc-2-Chlorotrityl chloride